1-methanesulfonyl-piperidin-4-ylamine CS(=O)(=O)N1CCC(CC1)N